[C@@H]12CCC[C@H]2C1[C@@H](C(=O)NC1=CC=C(C=C1)C=1C(=NNC1C)C)NC(=O)C=1N(N=CC1)C N-[(1S)-1-[(1S,5R)-6-bicyclo[3.1.0]hexanyl]-2-[4-(3,5-dimethyl-1H-pyrazol-4-yl)anilino]-2-oxo-ethyl]-2-methyl-pyrazole-3-carboxamide